2,2-dimethyl-5-(trifluorophenyl)-1,3-dioxane-4,6-dione CC1(OC(C(C(O1)=O)C1=C(C(=C(C=C1)F)F)F)=O)C